FC=1C=CC(=NC1)C(=O)N1CC(CC1)C1=C(C=O)C=C(C=C1)O 2-(1-(5-fluoropyridoyl)pyrrolidin-3-yl)-5-hydroxybenzaldehyde